8-benzyl-10-(2,7-dihydroxynaphthyl)-10H-9-oxa-10-phosphaphenanthrene-10-oxide C(C1=CC=CC=C1)C=1C=CC=C2C=3C=CC=CC3P(OC12)(C1=C(C=CC2=CC=C(C=C12)O)O)=O